C(C)(C)(C)OC(=O)N1[C@@H](C[C@H](CC1)NC1=C(C(=NC2=C(C(=C(C=C12)I)Br)F)Cl)CO)CCO[Si](C)(C)C(C)(C)C (2S,4S)-4-((7-bromo-2-chloro-8-fluoro-3-(hydroxymethyl)-6-iodoquinolin-4-yl)amino)-2-(2-((tert-butyldimethylsilyl)oxy)ethyl)piperidine-1-carboxylic acid tert-butyl ester